4-((2,4-dichloro-5-methoxyphenyl)amino)-7-((2-(2,6-dioxopiperidin-3-yl)-6-fluoro-1,3-dioxoisoindolin-5-yl)methoxy)-6-methoxyquinoline-3-carbonitrile ClC1=C(C=C(C(=C1)Cl)OC)NC1=C(C=NC2=CC(=C(C=C12)OC)OCC=1C=C2C(N(C(C2=CC1F)=O)C1C(NC(CC1)=O)=O)=O)C#N